C1(=CC=CC=C1)NC1=NC=CC(=N1)C(=O)C1C2C(C2CN1)N1CN=CC=C1C(=O)N 3-(2-(2-(phenylamino)pyrimidine-4-carbonyl)-3-azabicyclo[3.1.0]hexan-6-yl)pyrimidine-4-carboxamide